N1C=C(C2=CC=CC=C12)C1=NC(=NC=C1)N 4-(1H-indol-3-yl)pyrimidin-2-amine